N1CCC(CC1)OC1=CC=C(C=C1)COC1=CC=C(C=C1)C1=CC=C(C(=O)OCC)C=C1 ethyl 4-[4-[(4-piperidin-4-yloxyphenyl)methoxy]phenyl]benzoate